(2s,4r)-1-tert-butoxycarbonyl-4-[tert-butyl-(dimethyl)silyl]oxy-pyrrolidine-2-carboxylic acid C(C)(C)(C)OC(=O)N1[C@@H](C[C@H](C1)O[Si](C)(C)C(C)(C)C)C(=O)O